FC1=C(OCCCCCCCCCCCP(O)(=O)CCCCCCCCCCCOC2=C(C(=C(C=C2)C2CCC(CC2)CCCCC)F)F)C=CC(=C1F)C1CCC(CC1)CCCCC bis({11-[2,3-difluoro-4-(4-pentylcyclohexyl)phenoxy]undecyl})phosphinic acid